N-acetyl-4-methyl-3-bromoaniline C(C)(=O)NC1=CC(=C(C=C1)C)Br